The molecule is an ammonium ion that is the conjugate acid of (S)-reticuline, arising from protonation of the tertiary amino group; major species at pH 7.3. It is a conjugate acid of a (S)-reticuline. C[NH+]1CCC2=CC(=C(C=C2[C@@H]1CC3=CC(=C(C=C3)OC)O)O)OC